C(C)OC=1C=C(C=CC1OC)[C@@H](CS(=O)(=O)C)N (S)-1-(3-ethoxy-4-methoxyphenyl)-2-methylsulfonylethylamine